NC1=CC(=C(C=C1)C1CCC2(CCN(CC2)C(=O)OC(C)(C)C)CC1)C tert-butyl 9-(4-amino-2-methyl-phenyl)-3-azaspiro[5.5]undecane-3-carboxylate